FC=1C=CC(=NC1C)C1=NNC=C1C=1N=C2C=C(C=NC2=CC1)C1=CC2=C(N=N1)CCNC2 3-[6-[3-(5-fluoro-6-methyl-2-pyridyl)-1H-pyrazol-4-yl]-1,5-naphthyridin-3-yl]-5,6,7,8-tetrahydropyrido[4,3-c]pyridazine